4-(4-Chlorophenoxy)-1-methoxy-2-nitrobenzene ClC1=CC=C(OC2=CC(=C(C=C2)OC)[N+](=O)[O-])C=C1